[Cl-].C(C1=CC=CC=C1)[N+]1=CC=C(C=C1)OCC1CN(C1)C(=O)OC(C)(C)C 1-benzyl-4-((1-(tert-butoxycarbonyl)azetidin-3-yl)methoxy)pyridin-1-ium chloride